[Si](C)(C)(C(C)(C)C)OCC(COC1=NN(C(=C1[N+](=O)[O-])C)C=1N(N=C(C1)C)C)F 3-(3-((tert-butyldimethylsilyl)oxy)-2-fluoro-propoxy)-2',5,5'-trimethyl-4-nitro-2'H-1,3'-bipyrazole